C(C)(C)(C)OC(=O)N1CCN(CC1)C1=NC=2N(C=C1F)N=CC2C=2C(=NC=CC2)OC2CCOCC2 tert-butyl-4-[6-fluoro-3-(2-tetrahydropyran-4-yloxy-3-pyridyl)pyrazolo[1,5-a]pyrimidin-5-yl]piperazine-1-carboxylate